NC1=CC=C(C=C1)C=1C(=NC2=CC=C(C=C2N1)N)C1=CC=CC=C1 3-(4-aminophenyl)-2-phenyl-6-aminoquinoxaline